C(C(=C)C)(=O)OCC(O)CO glycerol Monomethacrylate